FC(C(=O)O)(F)F.ClC=1C=C(OC2CCC(CC2)NC(=O)C=2N=NC(=CC2)N2CCNCC2)C=CC1C#N N-((1r,4r)-4-(3-chloro-4-cyanophenoxy)cyclohexyl)-6-(piperazin-1-yl)pyridazine-3-carboxamide trifluoroacetic acid salt